(3-buten-1-oxy)-3-(3-butyn-1-oxy)-2-propanol dichlorophosphate P(=O)(Cl)(Cl)OC(COCCC=C)COCCC#C